(4-ethylphenyl)(methyl)sulfane C(C)C1=CC=C(C=C1)SC